7-bromo-5-chloro-1-isopropyl-4-oxo-1,4-dihydroquinoline-3-carboxylic acid ethyl ester C(C)OC(=O)C1=CN(C2=CC(=CC(=C2C1=O)Cl)Br)C(C)C